tert-butyl 4-[4-[3-cyano-4-(trifluoromethylsulfonyloxy) pyrazolo[1,5-a]pyridin-6-yl]phenyl]piperazine-1-carboxylate C(#N)C=1C=NN2C1C(=CC(=C2)C2=CC=C(C=C2)N2CCN(CC2)C(=O)OC(C)(C)C)OS(=O)(=O)C(F)(F)F